2-methyl-7-((tetrahydro-2H-pyran-4-yl)oxy)imidazo[1,2-a]pyridine-6-carboxylic acid CC=1N=C2N(C=C(C(=C2)OC2CCOCC2)C(=O)O)C1